N-{5-[(6-{8-methyl-1H,2H,3H-pyrido[2,3-b][1,4]oxazin-7-yl}-5,6,7,8-tetrahydro-2,6-naphthyridin-3-yl)amino]pyridin-2-yl}-2-(morpholin-4-yl)acetamide CC1=C(C=NC=2OCCNC21)N2CC=1C=C(N=CC1CC2)NC=2C=CC(=NC2)NC(CN2CCOCC2)=O